3-((tetrahydro-2H-pyran-2-yl)oxy)propoxypropan-1-ol O1C(CCCC1)OCCCOC(CC)O